C(C)(C)(C)OC(C1=CC=C(C=C1)NC(C(C1=CC=CC=C1)NC(C=CC1=C(C(=CC=C1N1N=CN=N1)Cl)F)=O)=O)=O 4-(2-(3-(3-chloro-2-fluoro-6-(2H-tetrazol-2-yl)phenyl)acrylamido)-2-phenylacetylamino)benzoic acid tert-butyl ester